FC(C1=CC=C(CN2CCN(CC2)CC2=C(C=C(OC(C(=O)OCC)(C)C)C=C2C)C)C=C1)(F)F Ethyl 2-(4-((4-(4-(trifluoromethyl)benzyl)piperazin-1-yl)methyl)-3,5-dimethylphenoxy)-2-methylpropanoate